O=C1NC(CCC1N1C(C2=CC=CC(=C2C1=O)N[C@H](C)C1=CC=C(C=C1)F)=O)=O 2-(2,6-dioxopiperidin-3-yl)-4-(((R)-1-(4-fluorophenyl)ethyl)amino)isoindoline-1,3-dione